3-indolecarboxylic acid zinc salt [Zn+2].N1C=C(C2=CC=CC=C12)C(=O)[O-].N1C=C(C2=CC=CC=C12)C(=O)[O-]